BrC1CC(C1)=O 3-bromocyclobutan-1-one